(Z)-3-(5-(3-(3-(4-(1-(4-hydroxyphenyl)-2-phenylbut-1-en-1-yl)phenoxy)propoxy)propoxy)-1-oxoisoindolin-2-yl)piperidine-2,6-dione OC1=CC=C(C=C1)/C(=C(\CC)/C1=CC=CC=C1)/C1=CC=C(OCCCOCCCOC=2C=C3CN(C(C3=CC2)=O)C2C(NC(CC2)=O)=O)C=C1